tert-butyl 4-(2-((5-(2-chloro-5-methyl-6-(trifluoromethyl)pyrimidin-4-yl)pyridin-2-yl)oxy)acetyl)piperazin-1-carboxylate ClC1=NC(=C(C(=N1)C=1C=CC(=NC1)OCC(=O)N1CCN(CC1)C(=O)OC(C)(C)C)C)C(F)(F)F